di-n-hexylphosphinous acid C(CCCCC)P(O)CCCCCC